N1=CN=C(C=2C1=C1N(N2)C=CC=C1)N pyrido[1',2':1,5]pyrazolo[4,3-d]pyrimidin-4-amine